BrC=1C(=NC(=NC1)Cl)NC1=CC=C(C=C1)OC 5-bromo-2-chloro-N-(4-methoxyphenyl)pyrimidin-4-amine